FC1=CC2=C(SC(=C2C)B(O)O)C=C1 5-FLUORO-3-METHYLBENZO[B]THIOPHEN-2-YLBORONIC ACID